C(C1=CC(=O)NC(=O)N1)(=O)[O-] Orotat